2-methylthiothieno[3,2-b]quinoline CSC1=CC2=NC=3C=CC=CC3C=C2S1